4-bromo-2-(4-chloro-2-fluorobenzyl)-1H-benzo[d]imidazole BrC1=CC=CC=2NC(=NC21)CC2=C(C=C(C=C2)Cl)F